5-(5-((1-(2-(4-(4-chloro-1,2-diphenylbut-1-en-1-yl)phenoxy)ethyl)piperidin-4-yl)methyl)-2,5-diazabicyclo[2.2.2]octan-2-yl)-2-(2,6-dioxopiperidin-3-yl)isoindoline-1,3-dione ClCCC(=C(C1=CC=CC=C1)C1=CC=C(OCCN2CCC(CC2)CN2C3CN(C(C2)CC3)C=3C=C2C(N(C(C2=CC3)=O)C3C(NC(CC3)=O)=O)=O)C=C1)C1=CC=CC=C1